C(C)(C)OCCO[Si](OCC)(OCC)CC1=CC=CC=C1 isopropoxybenzyltriethoxysilane